N1N=C(C=C1)CCC=1SC2=C(N(C=3C(N(N=CC32)CC3=NC(=CC=C3)N)=O)C)N1 2-(2-(1H-pyrazol-3-yl)ethyl)-6-((6-aminopyridin-2-yl)methyl)-4-methyl-4H-thiazolo[5',4':4,5]pyrrolo[2,3-d]pyridazin-5(6H)-one